(5S)-5-phenyl-N-[(3S)-7,9-difluoro-2-oxo-1,3,4,5-tetrahydro-1-benzazepine-3-yl]-6,7-dihydro-5H-pyrrolo[1,2-b][1,2,4]Triazole-2-carboxamide C1(=CC=CC=C1)[C@@H]1CCC=2N1N=C(N2)C(=O)N[C@@H]2C(NC1=C(CC2)C=C(C=C1F)F)=O